2-(tert-butoxycarbonyl)-2-azaspiro[3.3]heptan-6-yl 4-(((3R,4R)-1-(2-cyanoacetyl)-4-methylpiperidin-3-yl) (methyl) amino)-7H-pyrrolo[2,3-d]pyrimidine-7-carboxylate C(#N)CC(=O)N1C[C@@H]([C@@H](CC1)C)N(C=1C2=C(N=CN1)N(C=C2)C(=O)OC2CC1(CN(C1)C(=O)OC(C)(C)C)C2)C